C(C=CCCCCCCCCCCCC)[NH+](CC=CCCCCCCCCCCCC)[O-] di(2-pentadecenyl)amine oxide